FC1=C(C=CC=C1)C1=C(C(=NC2=CC(=CC=C12)C1=C(N=CO1)C)N1CC2(CN(C2)C(C=C)=O)CC1)C#N 4-(2-fluorophenyl)-7-(4-methyl-1,3-oxazol-5-yl)-2-(2-(2-propenoyl)-2,6-diazaspiro[3.4]octan-6-yl)-3-quinolinecarbonitrile